CCCNC(=O)NS(=O)(=O)C1=CC=C(C=C1)Cl The molecule is an N-sulfonylurea that is urea in which a hydrogen attached to one of the nitrogens is substituted by 4-chlorobenzenesulfonyl group and a hydrogen attached to the other nitrogen is substituted by propyl group. Chlorpropamide is a hypoglycaemic agent used in the treatment of type 2 (non-insulin-dependent) diabetes mellitus not responding to dietary modification. It has a role as a hypoglycemic agent and an insulin secretagogue. It is a N-sulfonylurea and a member of monochlorobenzenes.